C1(CC1)C[C@@H](C(=O)N1[C@@H]([C@H]2C([C@H]2C1)(C)C)C(=O)O)NC=1C=NC=NC1 (1R,2S,5S)-3-[(2S)-3-cyclopropyl-2-(pyrimidin-5-ylamino)propanoyl]-6,6-dimethyl-3-azabicyclo[3.1.0]hexane-2-carboxylic acid